5-(3-fluoroimidazo[1,2-a]pyridin-6-yl)-N-(pyridin-4-yl)-7H-pyrrolo[2,3-d]pyrimidin-2-amine FC1=CN=C2N1C=C(C=C2)C2=CNC=1N=C(N=CC12)NC1=CC=NC=C1